C(C)(C)(C)OC(=O)N1CCC(CC1)C=1C=C2C(=C(NC2=CC1)C1=CC(=C(C=C1)OC)OC)CC(F)F 4-(3-(2,2-difluoroethyl)-2-(3,4-dimethoxyphenyl)-1H-indol-5-yl)piperidine-1-carboxylic acid tert-butyl ester